benzyl (((1r,4r)-4-((2-(2,6-bis(benzyloxy)pyridin-3-yl)-1-oxoisoindolin-4-yl)(cyclopropylmethyl)amino)-1-hydroxycyclohexyl)methyl)carbamate C(C1=CC=CC=C1)OC1=NC(=CC=C1N1C(C2=CC=CC(=C2C1)N(C1CCC(CC1)(O)CNC(OCC1=CC=CC=C1)=O)CC1CC1)=O)OCC1=CC=CC=C1